COC=1C=C(C=2C=NN(C2C1)C1OCCCC1)C(=O)O 6-methoxy-1-(tetrahydro-2H-pyran-2-yl)-1H-indazole-4-carboxylic acid